2-chloro-1-(pyridin-2-yl)ethanone ClCC(=O)C1=NC=CC=C1